N-(2,6-dimethoxyphenyl)tetrazolo[1,5-a]pyrazin-8-amine COC1=C(C(=CC=C1)OC)NC=1C=2N(C=CN1)N=NN2